C(C)(C)(C)OC(=O)N1[C@H]2CN(C[C@@H]1CC2)C=2C1=C(N=C(N2)SC)C(=C(N=C1)Cl)F (1R,5S)-3-(7-chloro-8-fluoro-2-(methylthio)pyrido[4,3-d]pyrimidin-4-yl)-3,8-diazabicyclo[3.2.1]octane-8-carboxylic acid tert-butyl ester